2-(Difluoromethoxy)-6-methylisonicotinic acid FC(OC=1C=C(C(=O)O)C=C(N1)C)F